(S)-4-(2-oxooxazolidin-3-yl)-3-(4-methylphenyl)-N-((R)-1-(5-methylpyrazin-2-yl)ethyl)-4,5-dihydro-1H-pyrazole-1-carboxamide O=C1OCCN1[C@@H]1C(=NN(C1)C(=O)N[C@H](C)C1=NC=C(N=C1)C)C1=CC=C(C=C1)C